N-[(4-chloro-1-methyl-1H-pyrazol-5-yl)methyl]-2-[(3R)-3-methyl[1,4'-bipiperidin]-1'-yl]-1,3-thiazole-5-carboxamide ClC=1C=NN(C1CNC(=O)C1=CN=C(S1)N1CCC(CC1)N1C[C@@H](CCC1)C)C